N[C@@H](CCSC)C(=O)N[C@@H](CCSC)C(=O)[O-] methionylmethioninat